C1(CC1)C1=NC(=CC(=C1)C1=NC=C(C=C1C1=NN=CN1C)C#N)N1C(C2=C3C(C=CC=C13)=CC(=C2)C=O)=O 2'-Cyclopropyl-6'-(4-formyl-2-oxobenzo[cd]indol-1(2H)-yl)-3-(4-methyl-4H-1,2,4-triazol-3-yl)-[2,4'-bipyridine]-5-carbonitrile